CN(C(C)(C)C1OCCN(C1)C=1C=CC(=NC1)NC=1C2=C(C(=NC1)C1=C3C(=NC=C1)N(C=C3)C)CNC2=O)C 7-((5-(2-(2-(dimethyl-amino)propan-2-yl)morpholino)pyridin-2-yl)amino)-4-(1-methyl-1H-pyrrolo[2,3-b]pyridin-4-yl)-2,3-dihydro-1H-pyrrolo[3,4-c]pyridin-1-one